N-(3-chloro-1H-indol-7-yl)-1-[(1-cyanocyclopropyl)methyl]pyrazole-4-sulfonamide ClC1=CNC2=C(C=CC=C12)NS(=O)(=O)C=1C=NN(C1)CC1(CC1)C#N